10,10''-(4-chloro-2'-isocyano-[1,1'-biphenyl]-3,5-diyl)bis(10H-spiro[acridine-9,9'-xanthene]) ClC1=C(C=C(C=C1N1C=2C=CC=CC2C2(C3=CC=CC=C3OC=3C=CC=CC23)C2=CC=CC=C12)C1=C(C=CC=C1)[N+]#[C-])N1C=2C=CC=CC2C2(C3=CC=CC=C3OC=3C=CC=CC23)C2=CC=CC=C12